COC(=O)C1=NC(=C(C(=C1)OC)[N+](=O)[O-])Cl 6-chloro-4-methoxy-5-nitropyridinecarboxylic acid methyl ester